ClC=1C=C(CC=2C=CC(=NC2)NC(=O)C2=NN(C(CC2)=O)C)C=CC1C#N N-(5-(3-chloro-4-cyanobenzyl)pyridin-2-yl)-1-methyl-6-oxo-1,4,5,6-tetrahydropyridazine-3-carboxamide